NCCC[SiH2]CNC aminopropyl-methylaminomethylsilane